ClC=1C=C2C(=CC1Cl)NC([C@]21CNCC1)=O (3S)-5,6-dichloro-1H-spiro[indol-3,3'-pyrrolidin]-2-one